ClC1=C[C@@H](OC2=C(C=CC=C12)C1CCN(CC1)CC1=NC=2C(=NC(=CC2)C(=O)O)N1C[C@H]1OCC1)C1=C(C=C(C=C1)Cl)F 2-((4-((R)-4-chloro-2-(4-chloro-2-fluorophenyl)-2H-chromen-8-yl)piperidin-1-yl)methyl)-3-(((S)-oxetan-2-yl)methyl)-3H-imidazo[4,5-b]pyridine-5-carboxylic acid